6-Chloro-4-((7-methoxy-1H-indazol-6-yl)amino)-N-(methyl-d3)nicotinamide ClC1=NC=C(C(=O)NC([2H])([2H])[2H])C(=C1)NC1=CC=C2C=NNC2=C1OC